4-(difluoromethyl)-N-(4-fluoro-5-(2-morpholinopyrimidin-5-yl)-2-(cis-3,4,5-trimethylpiperazin-1-yl)phenyl)-1-methyl-6-oxo-1,6-dihydropyridine-3-carboxamide FC(C=1C(=CN(C(C1)=O)C)C(=O)NC1=C(C=C(C(=C1)C=1C=NC(=NC1)N1CCOCC1)F)N1C[C@H](N([C@H](C1)C)C)C)F